CCCCC/C=C\\C=C\\C(C/C=C\\C/C=C\\CCCC(=O)[O-])O The molecule is an icosanoid anion that is the conjugate base of 11-HETE, obtained by deprotonation of the carboxy group; major species at pH 7.3. It is an icosanoid anion and a HETE anion. It is a conjugate base of an 11-HETE.